C1(CC1)C1=CC(=CC(=N1)C=1OC2=C(N1)C=C(C=C2F)CNCCOC)C2=C(C=C(C=C2)F)C2=NN=CN2C [(2-{6-cyclopropyl-4-[4-fluoro-2-(4-methyl-1,2,4-triazol-3-yl)phenyl]pyridin-2-yl}-7-fluoro-1,3-benzoxazol-5-yl)methyl](2-methoxyethyl)amine